(R)-2-(2'-(4-methyl-4H-1,2,4-triazol-3-yl)-[1,1'-biphenyl]-3-yl)-6-((3-methylpiperidin-1-yl)methyl)-4-(trifluoromethyl)isoindolin-1-one CN1C(=NN=C1)C1=C(C=CC=C1)C1=CC(=CC=C1)N1C(C2=CC(=CC(=C2C1)C(F)(F)F)CN1C[C@@H](CCC1)C)=O